N-(2-Iodophenyl)-N-methoxy-3-methylbenzamide IC1=C(C=CC=C1)N(C(C1=CC(=CC=C1)C)=O)OC